COC(=O)C1CC(CC1)(F)F 3,3-difluorocyclopentane-1-carboxylic acid methyl ester